FC=1C=CC2=C(CCO2)C1CC=1N=C2N(C(=NC=C2)N)C1 [(5-fluoro-2,3-dihydrobenzofuran-4-yl)methyl]imidazo[1,2-c]pyrimidin-5-amine